1-((3S,5R,8R,9S,10S,13R,14S,17R)-14-hydroxy-10,13-dimethyl-17-(2-oxo-2H-pyran-5-yl)hexadecahydro-1H-cyclopenta[a]phenanthren-3-yl)-3-(2-((R)-3-hydroxypyrrolidin-1-yl)ethyl)urea O[C@]12[C@@H]3CC[C@@H]4C[C@H](CC[C@@]4([C@H]3CC[C@@]2([C@H](CC1)C=1C=CC(OC1)=O)C)C)NC(=O)NCCN1C[C@@H](CC1)O